C(C)C=1C(=NC=C(N1)C=1N=NN(C1COC(=O)OC1=CC=C(C=C1)[N+](=O)[O-])C)N1C[C@H](CCC1)CC(=O)OCC ethyl (R)-2-(1-(3-ethyl-5-(1-methyl-5-((((4-nitrophenoxy)carbonyl)oxy)methyl)-1H-1,2,3-triazol-4-yl)pyrazin-2-yl)piperidin-3-yl)acetate